tert-Butyl 2-(2-ethoxy-2-oxoethyl)-1H-indole-1-carboxylate C(C)OC(CC=1N(C2=CC=CC=C2C1)C(=O)OC(C)(C)C)=O